5-chloro-6-fluoro-2-isopropoxybenzoate ClC=1C=CC(=C(C(=O)[O-])C1F)OC(C)C